1-(4-((4-(6-(1H-pyrazol-1-yl)-2-(trifluoromethyl)pyridin-3-yl)piperazin-1-yl)methyl)pyridin-2-yl)-3-ethylurea N1(N=CC=C1)C1=CC=C(C(=N1)C(F)(F)F)N1CCN(CC1)CC1=CC(=NC=C1)NC(=O)NCC